tert-butyl-4-(2,6-dimethoxy-4-(1-(4-methoxybenzyl)-6-methyl-7-oxo-6,7-dihydro-1H-pyrazolo[3,4-c]pyridin-4-yl)benzyl)piperazine-1-carboxylate C(C)(C)(C)OC(=O)N1CCN(CC1)CC1=C(C=C(C=C1OC)C=1C2=C(C(N(C1)C)=O)N(N=C2)CC2=CC=C(C=C2)OC)OC